dodecadiyne CCCCCCCCC#CC#C